tert-butyl-3-cyclopropyl-4-hydroxypyrrolidine-1-carboxylate C(C)(C)(C)OC(=O)N1CC(C(C1)O)C1CC1